[Na].[Na].[Na].[Na].C1(=CC(=C2C=CC=3C(=CC(=C4C=CC1=C2C34)S(=O)(=O)O)S(=O)(=O)O)S(=O)(=O)O)S(=O)(=O)O 1,3,6,8-pyrenetetrasulfonic acid tetrasodium